ethyl 7-[4-(tert-butoxycarbonyl)piperazin-1-yl]-2-(4-hydroxyphenyl)-4,5,6,7-tetrahydro-2H-pyrazolo[4,3-b]pyridine-3-carboxylate C(C)(C)(C)OC(=O)N1CCN(CC1)C1C=2C(NCC1)=C(N(N2)C2=CC=C(C=C2)O)C(=O)OCC